ClC=1C(=C(C=CC1)NC1=C(NC2=C1C(NC[C@H]2C[C@@H]2OC[C@H](OC2)CN(C)C)=O)C2=C(C=NC=C2)F)OC (7R)-3-[(3-chloro-2-methoxyphenyl)amino]-7-{[(2s,5R)-5-[(dimethylamino)methyl]-1,4-dioxan-2-yl]methyl}-2-(3-fluoropyridin-4-yl)-1h,5h,6h,7h-pyrrolo[3,2-c]pyridin-4-one